4-(3-amino-5-vinylpyridin-4-yl)-2-chloro-N-(5-chloro-6-(2H-1,2,3-triazol-2-yl)pyridin-3-yl)-5-fluorobenzamide NC=1C=NC=C(C1C1=CC(=C(C(=O)NC=2C=NC(=C(C2)Cl)N2N=CC=N2)C=C1F)Cl)C=C